N-[4-(4-{[(3S,4R)-3-fluoro-1-methylpiperidin-4-yl]oxy}-3-methyl-1H-pyrazolo[3,4-d]pyrimidin-6-yl)phenyl]-4-(trifluoromethyl)pyridine-2-sulfonamide F[C@H]1CN(CC[C@H]1OC1=C2C(=NC(=N1)C1=CC=C(C=C1)NS(=O)(=O)C1=NC=CC(=C1)C(F)(F)F)NN=C2C)C